FC=1C=C(C=CC1C1CCN(CC1)CC1CCN(CC1)C(=O)N1CCC(CC1)NC1=NC=C(C(=N1)C1=CC(=CC=C1)N1C(C=CC=C1)=O)F)NC1C(NC(CC1)=O)=O 3-((3-fluoro-4-(1-((1-(4-((5-fluoro-4-(3-(2-oxopyridin-1(2H)-yl)phenyl)pyrimidin-2-yl)amino)piperidine-1-carbonyl)piperidin-4-yl)methyl)piperidin-4-yl)phenyl)amino)piperidine-2,6-dione